1-[6-(dibenzylamino)-5-nitropyridin-2-yl]-4-oxocyclohexane-1,3-dicarboxylic acid dimethyl ester COC(=O)C1(CC(C(CC1)=O)C(=O)OC)C1=NC(=C(C=C1)[N+](=O)[O-])N(CC1=CC=CC=C1)CC1=CC=CC=C1